propylindene C(CC)C1C=CC2=CC=CC=C12